CSC1=NC=C(C=N1)N1C(NC(C=C1)=O)=O 1-[2-(methylthio)pyrimidin-5-yl]pyrimidine-2,4(1H,3H)-dione